8-bromo-10-(1-(2-fluorophenyl)-2-(tetrahydro-2H-pyran-4-yl)ethyl)-3-methyl-1,2,3,10-tetrahydrocyclopenta[g]pyrido[3,2-b]indol-3-ol BrC1=CC=2N(C=3C4=C(C=CC3C2N=C1)C(CC4)(O)C)C(CC4CCOCC4)C4=C(C=CC=C4)F